methyl (S)-3-((((9H-fluoren-9-yl)methoxy)carbonyl)amino)-4-((3-formyl-5-methylthiophen-2-yl)amino)-4-oxobutanoate C1=CC=CC=2C3=CC=CC=C3C(C12)COC(=O)N[C@@H](CC(=O)OC)C(=O)NC=1SC(=CC1C=O)C